(S)-3-fluoro-5-(1-(tetrahydro-2H-pyran-4-yl)-1-((trimethylsilyl)oxy)propyl)benzoic acid FC=1C=C(C(=O)O)C=C(C1)[C@@](CC)(O[Si](C)(C)C)C1CCOCC1